(1r,3s,5s)-N-((3-fluoro-1-methyl-1H-indazol-5-yl)methyl)-8-(5-(5-fluoro-2-methoxypyridin-4-yl)-1H-pyrazole-3-carbonyl)-8-azabicyclo[3.2.1]octane-3-carboxamide FC1=NN(C2=CC=C(C=C12)CNC(=O)C1C[C@H]2CC[C@@H](C1)N2C(=O)C2=NNC(=C2)C2=CC(=NC=C2F)OC)C